(E)-methyl 3-(2-(4-((S)-2-((S)-2-((tert-butoxycarbonyl) (methyl)amino)propanamido)-2-cyclohexylacetyl)piperazine-1-carbonyl)-5-fluoro-1-methyl-1H-indol-3-yl)acrylate C(C)(C)(C)OC(=O)N([C@H](C(=O)N[C@H](C(=O)N1CCN(CC1)C(=O)C=1N(C2=CC=C(C=C2C1/C=C/C(=O)OC)F)C)C1CCCCC1)C)C